3-(7,8-dichloro-1-methyl-4H-[1,2,4]triazolo[4,3-a][1,4]benzodiazepine-6-Yl)-4-fluoro-phenol ClC1=C(C=CC2=C1C(=NCC=1N2C(=NN1)C)C=1C=C(C=CC1F)O)Cl